4-((S)-10-propenoyl-2-fluoro-4-methyl-14-oxo-8,8a,9,10,11,12-hexahydro-7H,14H-pyrazino[1',2':5,6][1,5]diazocino[3,2,1-hi]indazol-3-yl)-2-amino-7-fluorobenzo[b]thiophene-3-carbonitrile C(C=C)(=O)N1C[C@H]2N(C(C=3C=C(C(=C4C(=NN(C34)CC2)C)C2=CC=C(C=3SC(=C(C32)C#N)N)F)F)=O)CC1